C12(CC3CC(CC(C1)C3)C2)OC(C=C)=O acrylic acid-1-adamantyl ester